N1=CC(=CC=C1)C=1C=C(C(=C(C1)C1=CC=CC=C1)C1=CC=CC=C1)C#N 5'-(pyridin-3-yl)-[1,1':2',1''-terphenyl]-3'-carbonitrile